C(CCC)C=1CC=C(C1)C(C)(C)C1C=2C=CC3=C(C2C=2C4=C(C=CC12)C=CC=C4)C=CC=C3 7-(2-(4-butylcyclopentane-1,4-dien-1-yl)propan-2-yl)-7H-dibenzo[c,g]fluorene